methoxytriethylene glycol COCCOCCOCCO